NC1=C(C(=C(OC2=NC=CC=C2C2=NC(=NC=C2)CC2CN(CCC2)C(=O)OC(C)(C)C)C=C1F)F)F tert-Butyl 3-((4-(2-(4-amino-2,3,5-trifluorophenoxy)pyridin-3-yl)pyrimidin-2-yl)methyl)piperidine-1-carboxylate